CN(CCOCCN(C)C)C 2-(2-dimethylaminoethoxy)ethyl-dimethyl-amine